5-bromo-N-(3-methyl-4-((1-methyl-1H-benzo[d]imidazol-5-yl)oxy)phenyl)pyrrolo[2,1-f][1,2,4]triazin-4-amine BrC=1C=CN2N=CN=C(C21)NC2=CC(=C(C=C2)OC2=CC1=C(N(C=N1)C)C=C2)C